C(C)(=O)C1=NN(C2=CC=C(C=C12)C=1C=NC(=NC1)C)CC(=O)N1[C@@H]2C[C@@]2([C@H]([C@H]1C(=O)NC1=NC(=CC=C1C)Br)[2H])C (1R,3S,4R,5R)-2-(2-(3-acetyl-5-(2-methylpyrimidin-5-yl)-1H-indazol-1-yl)acetyl)-N-(6-bromo-3-methylpyridin-2-yl)-5-methyl-2-azabicyclo[3.1.0]hexane-4-d-3-carboxamide